(1R,3S)-3-(3-((1,1-dioxido-2,3-dihydrobenzo[b]thiophen-4-yl)amino)-1H-pyrazol-5-yl)cyclopentyl isopropylcarbamate C(C)(C)NC(O[C@H]1C[C@H](CC1)C1=CC(=NN1)NC1=CC=CC=2S(CCC21)(=O)=O)=O